BrC=1C=CC=C2C(=C(C(N(C12)C)=O)C#N)N1CCC(CC1)C=1OC2=C(N1)C=C(C=C2)Cl 8-bromo-4-[4-(5-chloro-1,3-benzoxazol-2-yl)piperidin-1-yl]-1-methyl-2-oxo-1,2-dihydroquinoline-3-carbonitrile